N-(3-bromo-4-fluorobenzyl)-3-((6-phenylpyridazin-3-yl)amino)benzamide BrC=1C=C(CNC(C2=CC(=CC=C2)NC=2N=NC(=CC2)C2=CC=CC=C2)=O)C=CC1F